O1C=C(C=C1)C1=CC=C2C(=NC=3N(C2=C1)C=NN3)N(C3=CC=CC=C3)C 8-(furan-3-yl)-N-methyl-N-Phenyl-[1,2,4]triazolo[4,3-a]quinazolin-5-amine